C(#N)C=1C(=NC(=NC1C1=C(C=CC=C1)C)NS(=O)(=O)C=1C=NN(C1)C)OC1=CC=C(C=C1)N1CCN(CC1)C N-[5-cyano-4-[4-(4-methylpiperazin-1-yl)phenoxy]-6-(o-tolyl)pyrimidin-2-yl]-1-methyl-pyrazole-4-sulfonamide